4-fluoro-1-iodo-2-(prop-1-en-2-yl)benzene FC1=CC(=C(C=C1)I)C(=C)C